NC1(CCN(CC1)C(=O)NC=1SC(=C(N1)C1=CC(=CC=C1)C#N)C1=CC(=NC(=C1)C)Cl)C 4-amino-N-[5-(2-chloro-6-methyl-4-pyridinyl)-4-(3-cyanophenyl)thiazol-2-yl]-4-methyl-piperidine-1-carboxamide